FC=1C=CC=2C3=C(NC(C2C1)=O)COCC3NCCCO 8-fluoro-1-((3-hydroxypropyl)amino)-1,5-dihydro-2H-pyrano[3,4-c]isoquinolin-6(4H)-one